6-(hydroxymethyl)-3,4-Dihydroisoquinoline-2(1H)-carboxylic acid tert-butyl ester C(C)(C)(C)OC(=O)N1CC2=CC=C(C=C2CC1)CO